4-(2-Cyano-4-((6-((7-(trifluoromethyl)quinolin-4-yl)thio)hexyl)amino)phenyl)piperazine-1-carboxylic acid tert-butyl ester C(C)(C)(C)OC(=O)N1CCN(CC1)C1=C(C=C(C=C1)NCCCCCCSC1=CC=NC2=CC(=CC=C12)C(F)(F)F)C#N